methyl 4-(piperidin-3-yl)benzoate hydrochloride Cl.N1CC(CCC1)C1=CC=C(C(=O)OC)C=C1